(E)-N'-hydroxyethylacetamidine OCC/N=C(\C)/N